5-(3,3-dimethylpiperazin-1-yl)-2,3-dihydro-1,4-benzodioxine CC1(CN(CCN1)C1=CC=CC=2OCCOC21)C